P(=O)([O-])(Cl)Cl.[Li+].C(CCC)N(CCCC)[Si](C1=CC=C(C=C)C=C1)(CC)CC 4-((N,N-dibutylamino)diethylsilyl)styrene lithium dichlorophosphate salt